4-amino-N-(bicyclo[1.1.1]pentan-1-yl)-N-(5-(trifluoromethyl)-2,3-dihydro-1H-inden-1-yl)pyrrolo[1,2-a]quinoxaline-8-carboxamide NC=1C=2N(C3=CC(=CC=C3N1)C(=O)N(C1CCC3=CC(=CC=C13)C(F)(F)F)C13CC(C1)C3)C=CC2